3,4-Difluoro-N-[[1-[(1R)-3-(hydroxyamino)-1-(1H-indol-3-ylmethyl)-3-oxo-propyl]triazol-4-yl]methyl]-N-methyl-benzamid FC=1C=C(C(=O)N(C)CC=2N=NN(C2)[C@@H](CC(=O)NO)CC2=CNC3=CC=CC=C23)C=CC1F